N[C@@H](CO)C(=O)OC(CCCCCCCCCCCCCCCCCCCCCCCCCCCCCCCCCC)=O.[N+](=O)([O-])C1=CC=C(C=C1)CSC(C)=O 1-{[(4-nitrophenyl)methyl]sulfanyl}ethan-1-one seryl-pentatriacontanoate